CC(CC(C)C)NC1=CC=C(C=C1)NC1=CC=CC=C1 (N-(1,3-dimethylbutyl)-N'-phenyl-p-phenylenediamine)